5,8-bis(carboxymethyl)-11-[2-(methylamino)-2-oxoethyl]-3-oxo-2,5,8,11-tetraazatridecane C(=O)(O)CN(CC(NC)=O)CCN(CCN(CC)CC(=O)NC)CC(=O)O